ClC=1C=CC(=C(C1)C1=CC(=C(N=N1)C)NC1=CC=NC2=CC(=CC=C12)OC(=O)N1CCN(CC1)CCC1CCN(CC1)C)F 4-{[6-(5-chloro-2-fluorophenyl)-3-methylpyridazin-4-yl]amino}quinolin-7-yl-4-[2-(1-methylpiperidin-4-yl)ethyl]piperazine-1-carboxylate